O[C@@H]1[C@@H](CCC1)NC(CN(C)C=1C2=C(N=C(N1)C1=NC=CC(=C1)OC)CCC2)=O N-[(1R,2S)-2-hydroxycyclopentyl]-2-{[2-(4-methoxypyridin-2-yl)-5H,6H,7H-cyclopenta[d]pyrimidin-4-yl](methyl)amino}acetamide